N-(3-aminopropyl)-4-((3-(2,3-difluoro-4-methoxyphenyl)imidazo[1,2-a]pyrazin-8-yl)amino)-2-methylbenzamide NCCCNC(C1=C(C=C(C=C1)NC=1C=2N(C=CN1)C(=CN2)C2=C(C(=C(C=C2)OC)F)F)C)=O